C(C)(C)(C)[Si](C=1C=CC(=NC1)N)(F)C(C)(C)C 5-[di(tert-butyl)(fluoro)silyl]-2-pyridylamine